CCCCCCCCCCCCCCCCCCCCCCCCCC(=O)O The molecule is a 26-carbon, straight-chain, saturated fatty acid. It is a very long-chain fatty acid and a straight-chain saturated fatty acid. It is a conjugate acid of a cerotate.